sodium perfluoro-2-methyl-3,6-dioxaheptanoic acid FC(C(=O)O)(OC(C(OC(F)(F)F)(F)F)(F)F)C(F)(F)F.[Na]